3-((3-chloro-2-methoxyphenyl)amino)-2-(3-((5-fluoropyridin-2-yl)methoxy)pyridin-4-yl)-1,5,6,7-tetrahydro-4H-pyrrolo[3,2-c]pyridin-4-one ClC=1C(=C(C=CC1)NC1=C(NC2=C1C(NCC2)=O)C2=C(C=NC=C2)OCC2=NC=C(C=C2)F)OC